2-(3-(2-(2-aminoethoxy)ethoxy)propan-amido)-N-(1H-pyrazol-3-yl)benzamide NCCOCCOCCC(=O)NC1=C(C(=O)NC2=NNC=C2)C=CC=C1